2-Octyldecyl 8-((4-(Dimethylamino)Butanoyl)Oxy)Pentadecanoate CN(CCCC(=O)OC(CCCCCCC(=O)OCC(CCCCCCCC)CCCCCCCC)CCCCCCC)C